5-METHOXY-N-METHYL-2-(TRIFLUOROMETHYL)-N-(4-(TRIFLUOROMETHYL)PHENYL)-1H-IMIDAZO[4,5-B]PYRAZIN-6-AMINE COC=1N=C2C(=NC1N(C1=CC=C(C=C1)C(F)(F)F)C)NC(=N2)C(F)(F)F